C12(CC(C1)C2)C(=O)N2[C@H]([C@H](C(C2)(F)F)NS(=O)(=O)CC)CC2=CC(=CC=C2)C2=NC(=CC=C2)C N-[(2S,3R)-1-(bicyclo[1.1.1]pentane-1-carbonyl)-4,4-difluoro-2-{[3-(6-methylpyridin-2-yl)phenyl]methyl}pyrrolidin-3-yl]ethanesulfonamide